(1R)-2-amino-1-[2-[4-chloro-2-(2-methyl-6-morpholin-4-ylpyrimidin-4-yl)oxyphenyl]pyrimidin-5-yl]ethanol NC[C@H](O)C=1C=NC(=NC1)C1=C(C=C(C=C1)Cl)OC1=NC(=NC(=C1)N1CCOCC1)C